(N-[4-Amino-5-[4-(difluoromethoxy)benzoyl]thiazol-2-yl]-4-chloro-2-fluoroanilino)propanamid NC=1N=C(SC1C(C1=CC=C(C=C1)OC(F)F)=O)N(C1=C(C=C(C=C1)Cl)F)C(C(=O)N)C